FC1=C(C=CC(=C1)OC)C1=NN2C(CN(CC2)C(=O)OC(C)(C)C)=C1C1=CC=NC=C1 tert-butyl 2-(2-fluoro-4-methoxyphenyl)-3-(pyridin-4-yl)-6,7-dihydropyrazolo[1,5-a]pyrazine-5(4H)-carboxylate